NCCC(CN1CC(CC1)(C1=CC(=CC=C1)C(F)(F)F)F)O 4-Amino-1-(3-fluoro-3-(3-(trifluoromethyl)phenyl)pyrrolidin-1-yl)butan-2-ol